CC1=C(C(=CC(=C1)C)C)S(=O)(=O)[O-].N[N+]1=C(C=CC(=C1)OC)C(=O)OC amino-5-methoxy-2-(methoxycarbonyl)pyridin-1-ium 2,4,6-trimethylbenzenesulfonate